ClCC(=O)C1=NN=C(N1C)C(C(C(C(F)(F)F)(F)F)(F)F)(F)F 2-chloro-1-(4-methyl-5-(nonafluorobutyl)-4H-1,2,4-triazol-3-yl)ethan-1-one